2-Amino-N-{1-[4-chloro-7-(4-cyanocyclohex-1-en-1-yl)-2H-indazol-6-yl]ethyl}pyrazolo[1,5-a]pyrimidine-3-carboxamide NC1=NN2C(N=CC=C2)=C1C(=O)NC(C)C=1C=C(C2=CNN=C2C1C1=CCC(CC1)C#N)Cl